ClC1=CC(=C(C=C1)C12CC(C1)(C2)C2CN(C2)C(=O)OC(C)(C)C)S(=O)(=O)C Tert-Butyl 3-[3-(4-chloro-2-methylsulfonyl phenyl)-1-bicyclo[1.1.1]pentanyl]azetidine-1-carboxylate